1-chloro-3-(1-chloroethyl)-5-fluorobenzene ClC1=CC(=CC(=C1)F)C(C)Cl